BrC1=C(N)C(=CC(=C1C)F)Br 2,6-dibromo-4-fluoro-3-methylaniline